B([O-])([O-])[O-].[Si+4].[Ba+2].B([O-])([O-])[O-] barium silicon borate